3-Amino-6-chloro-4-[3-(difluoromethoxy)phenyl]-1H-quinolin-2-one NC=1C(NC2=CC=C(C=C2C1C1=CC(=CC=C1)OC(F)F)Cl)=O